ethoxycarbonyl-methyl-triphenylphosphine bromide [Br-].C(C)OC(=O)C=1C(=C(C=CC1)P(C1=CC=CC=C1)C1=CC=CC=C1)C